2-(4-methoxy-6-methyl-1H-indol-3-yl)-N,N-dimethylethan-1-amine COC1=C2C(=CNC2=CC(=C1)C)CCN(C)C